C(C)(C)(C)OC(=O)N1[C@@H](C[C@@H](O)C1)C(=O)O N-tert-butyloxycarbonyl-L-hydroxyproline